(S)-3-cyclobutoxy-4-(5-(3,5-dimethylisoxazol-4-yl)-1-(tetrahydrofuran-3-yl)-1H-pyrrolo[2,3-b]pyridin-3-yl)benzoic acid C1(CCC1)OC=1C=C(C(=O)O)C=CC1C1=CN(C2=NC=C(C=C21)C=2C(=NOC2C)C)[C@@H]2COCC2